N-(beta-aminoethyl)-gamma-aminopropyltrimethyldimethoxysilane NCCNCCC[SiH](OC(C)(C)C)OC